N3-cyclopropyl-N1,N1-dimethyl-1H-1,2,4-triazole-1,3-disulfonamide C1(CC1)NS(=O)(=O)C1=NN(C=N1)S(=O)(=O)N(C)C